C(C1=CC=CC=C1)OC=1C=C(C=CC1)[C@](C(=O)OCC1CCN(CC1)C(=O)OC(C)(C)C)(C1=CC=CC=C1)O (S)-tert-Butyl 4-((2-(3-(benzyloxy)phenyl)-2-hydroxy-2-phenylacetoxy)methyl)piperidine-1-carboxylate